ethyl 8-chloro-6-(trifluoromethyl)imidazo[1,2-a]pyridine-2-carboxylate ClC=1C=2N(C=C(C1)C(F)(F)F)C=C(N2)C(=O)OCC